natrium acetate C(C)(=O)[O-].[Na+]